S(=O)(=O)=C sulfonylmethane